FC=1C(=C(C=C(C1)F)NC1=NC=2N(C(=C1)NC)N=CC2C(=O)N)OC 5-((3,5-difluoro-2-methoxyphenyl)amino)-7-(methylamino)pyrazolo[1,5-a]pyrimidine-3-carboxamide